C(C)OC(=O)C1[C@H]2CC[C@@H](CN1C1=C(C(NC3=CN=CC=C13)=O)[N+](=O)[O-])N2CC2=CC=C(C=C2)OC (1R,5S)-8-(4-methoxybenzyl)-3-(3-nitro-2-oxo-1,2-dihydro-1,7-naphthyridin-4-yl)-3,8-diazabicyclo[3.2.1]octane-2-carboxylic acid ethyl ester